(S)-1-(4-(2-((S)-Amino(4,4-difluorocyclohexyl)methyl)benzo[d]-oxazol-5-yl)tetrahydro-2H-pyran-4-yl)-4-(trifluoromethyl)imidazolidin-2-one N[C@H](C=1OC2=C(N1)C=C(C=C2)C2(CCOCC2)N2C(N[C@@H](C2)C(F)(F)F)=O)C2CCC(CC2)(F)F